7-benzyl-3-fluoro-2-oxo-1H-1,7-naphthyridine-7-ium bromide [Br-].C(C1=CC=CC=C1)[N+]1=CC=C2C=C(C(NC2=C1)=O)F